1,2-Dihydroxybenzen OC1=C(C=CC=C1)O